OCCCNC(OCCC=1SC=C(N1)C1=NN(C2=CC=C(C=C12)O[Si](C)(C)C(C)(C)C)C1OCCCC1)=O 2-[4-[5-[tert-butyl(dimethyl)silyl]oxy-1-tetrahydropyran-2-yl-indazol-3-yl]thiazol-2-yl]ethyl N-(3-hydroxy propyl)carbamate